1-(tert-butyl)-3-(2-methyl-3-oxo-4-((S)-1-phenylethyl)-3,4-dihydro-2H-benzo[b][1,4]oxazin-7-yl)urea C(C)(C)(C)NC(=O)NC=1C=CC2=C(OC(C(N2[C@@H](C)C2=CC=CC=C2)=O)C)C1